C(=N)OC=N formiminoether